NC(C(CC(F)(F)F)OC)C1=NC2=C(N1)C=CC(=C2)CN2C(N[C@@H](C2)C(F)(F)F)=O (4S)-1-((2-(1-amino-4,4,4-trifluoro-2-methoxybutyl)-1H-benzo[d]imidazol-5-yl)methyl)-4-(trifluoromethyl)imidazolidin-2-one